C(C)(C)(C)OC(=O)N1CC(C(C1)CC)C1=C2C=C(NC2=C(C(=C1)Cl)F)C(=O)OC Methyl 4-(1-tert-butoxycarbonyl-4-ethyl-pyrrolidin-3-yl)-6-chloro-7-fluoro-1H-indole-2-carboxylate